3,3'-(oxybis(carbonyl))bis(1-methylpyridin-1-ium) iodide [I-].O(C(=O)C=1C=[N+](C=CC1)C)C(=O)C=1C=[N+](C=CC1)C.[I-]